C1(=CC=CC=C1)C(CCN1CCC2=CC=CC=C12)=C 1-(3-Phenylbut-3-en-1-yl)indoline